C(C([2H])([2H])[2H])(OC1=CC=C(C=N1)C1=CN=CC(=N1)C(=O)NC[C@@H](O)C1=C(C=CC=C1)F)([2H])[2H] (S)-6-(6-(ethoxy-d5)pyridin-3-yl)-N-(2-(2-fluorophenyl)-2-hydroxyethyl)pyrazine-2-carboxamide